tert-butyl 4-((1-(4-(ethoxycarbonyl) phenyl) hexahydrocyclopenta[c]pyrrol-2(1H)-yl) methyl)-5-methoxy-7-methyl-1H-indole-1-carboxylate C(C)OC(=O)C1=CC=C(C=C1)C1N(CC2C1CCC2)CC2=C1C=CN(C1=C(C=C2OC)C)C(=O)OC(C)(C)C